(E)-2-cyano-3-(1-(3,5-difluorobenzyl)-5-fluoro-1H-indol-3-yl)acrylic acid C(#N)/C(/C(=O)O)=C\C1=CN(C2=CC=C(C=C12)F)CC1=CC(=CC(=C1)F)F